C[C@@H]1N(C[C@@H](N(C1)C1=CSC=2C1=NC=CC2)C)C2=CC(N(C=1C=CC(=NC21)C#N)C)=O |&1:4| 8-((2S,SR)-2,5-Dimethyl-4-(thieno[3,2-b]pyridin-3-yl)piperazin-1-yl)-5-methyl-6-oxo-5,6-dihydro-1,5-naphthyridin-2-carbonitril